ClC1=C(N=C(N1C1=NC=C(C=C1OC(F)F)CC(C(F)(F)F)(C)C)CC)C(=O)OCC ethyl 5-chloro-1-(3-(difluoromethoxy)-5-(3,3,3-trifluoro-2,2-dimethylpropyl)pyridin-2-yl)-2-ethyl-1H-imidazole-4-carboxylate